ClC1=C(C=CC(=C1)Cl)C[C@H](C)N[C@@H](C(=O)C1=CNC2=C(C=CC=C12)C)C1=CC=CC=C1 (R,S)-2-((1-(2,4-dichlorophenyl)propan-2-yl)amino)-1-(7-methyl-1H-indol-3-yl)-2-phenylethan-1-one